C(C)(C)(C)OC(=O)N1CCC(CC1)=O.FC1(CN(C1)C1CCN(CC1)C(=O)OC(C)(C)C)F tert-butyl 4-(3,3-difluoroazetidin-1-yl)piperidin-1-carboxylate Tert-butyl-4-oxopiperidin-1-carboxylate